3,5-dichloro-N-[4-fluoro-2-[3-(methylamino)pyrrolidin-1-yl]-5-(2-morpholin-4-ylpyrimidin-5-yl)phenyl]benzamide ClC=1C=C(C(=O)NC2=C(C=C(C(=C2)C=2C=NC(=NC2)N2CCOCC2)F)N2CC(CC2)NC)C=C(C1)Cl